N-(4-(3-(pyridin-4-yl)phenyl)thiazol-2-yl)-1-(6-(trifluoromethyl)nicotinoyl)azetidine-2-carboxamide N1=CC=C(C=C1)C=1C=C(C=CC1)C=1N=C(SC1)NC(=O)C1N(CC1)C(C1=CN=C(C=C1)C(F)(F)F)=O